N-(5-chloro-3-methyl-1H-pyrazol-4-yl)-5-fluoro-4-(5-fluoro-6-((S)-1-hydroxyethyl)pyridin-2-yl)-2-(((S)-1,1,1-trifluoropropan-2-yl)oxy)benzamide ClC1=C(C(=NN1)C)NC(C1=C(C=C(C(=C1)F)C1=NC(=C(C=C1)F)[C@H](C)O)O[C@H](C(F)(F)F)C)=O